C(C1=CC=CC=C1)OC1=CC=C(C=C1)C1(CNCC1)S(=O)(=O)C1=CC=C(C=C1)F 3-(4-(benzyloxy)phenyl)-3-((4-fluorophenyl)sulfonyl)pyrrolidine